trans-(6-(benzylthio)pyrimidin-4-yl)-4-(3,4-dihydroisoquinolin-2(1H)-yl)piperidin-3-ol C(C1=CC=CC=C1)SC1=CC(=NC=N1)N1C[C@H]([C@@H](CC1)N1CC2=CC=CC=C2CC1)O